C(C)(=O)ON=C(C1=CC(=CC=C1)CC(C=1SC2=C(N1)C=CC=C2N(C)CCN(C)C)NS(=O)(=O)C2=CC=CC=C2)N [Amino({3-[2-benzenesulfonamido-2-(7-{[2-(dimethylamino)ethyl](methyl)amino}-1,3-benzothiazol-2-yl)ethyl]phenyl})methylidene]amino acetate